C(C)NC(=O)C1=CC2=C(C(N(C=C2C2=CC(=CC(=C2)OC2=CC(=C(C=C2)C)NC(CCN2CCCCC2)=O)C)C)=O)N1 N-Ethyl-6-methyl-4-(3-methyl-5-(4-methyl-3-(3-(piperidin-1-yl)propanamido)phenoxy)phenyl)-7-oxo-6,7-dihydro-1H-pyrrolo[2,3-c]pyridine-2-carboxamide